7-Cyclopentyl-2-[5-(4-hydroxy-piperidin-1-ylmethyl)-pyridin-2-ylamino]-7H-pyrrolo[2,3-d]pyrimidine-6-carboxylic acid dimethylamide CN(C(=O)C1=CC2=C(N=C(N=C2)NC2=NC=C(C=C2)CN2CCC(CC2)O)N1C1CCCC1)C